O=C1NC(CCC1N1C(C2=CC=C(C=C2C1=O)N([C@H]1[C@@H](C2=CC=CC=C2C1)NC)C)=O)=O 2-(2,6-dioxopiperidin-3-yl)-5-(methyl((1R,2R)-1-(methylamino)-2,3-dihydro-1H-inden-2-yl)amino)isoindoline-1,3-dione